[Na].C1OC2=C[Se]C=C2OC1 (3,4-ethylenedioxy-selenophene) sodium